N-(4-chlorophenyl)-5-(5-(1-(4-isobutylphenyl)ethyl)-1,3,4-oxadiazol-2-yl)-6-methyl-4-morpholinofurano[2,3-d]pyrimidin-2-amine ClC1=CC=C(C=C1)NC=1N=C(C2=C(N1)OC(=C2C=2OC(=NN2)C(C)C2=CC=C(C=C2)CC(C)C)C)N2CCOCC2